C(C)N1C[C@@H](CCC1)NC(=S)NC1=NC(=CN=C1O)C1=C(C=C(C=C1C)C(F)(F)F)O |r| (rac)-1-(1-Ethyl-3-piperidyl)-3-[3-hydroxy-6-[2-hydroxy-6-methyl-4-(trifluoromethyl)phenyl]pyrazin-2-yl]thiourea